C(C)(=O)NC=1C=C(C(=C(C1)/C=C/CC(=O)O)Cl)F (E)-4-(5-acetamido-2-chloro-3-fluorophenyl)-3-butenoic acid